ClC1=CC=C(C=C1)C=1N=NC(=CC1C1=CC=CC=C1)C1=CC=CC=C1 3-(4-Chlorophenyl)-4,6-diphenylpyridazine